C(C1=CC=CC=C1)(C1=CC=CC=C1)(C1=CC=CC=C1)SC(O)C(O)CO tritylmercaptoglycerol